tert-butyl 3-[({4-chloro-6-[(3R)-3-hydroxy-3-methylpiperidin-1-yl]pyrimidin-2-yl}oxy)methyl]-3-cyanopyrrolidine-1-carboxylate ClC1=NC(=NC(=C1)N1C[C@](CCC1)(C)O)OCC1(CN(CC1)C(=O)OC(C)(C)C)C#N